sulfonyl-2-(hydroxycarbamoyl)-3,8-diazabicyclo[3.2.1]octane-8-carboxylate S(=O)(=O)=C1NC(C2CCC1N2C(=O)[O-])C(NO)=O